(1R,2R)-3-(2-([1,1'-biphenyl]-4-yl)acetamido)-1-((2R,3R,4S,6S)-4-acetoxy-3-(2-acetoxyacetamido)-6-(methoxycarbonyl)-6-(p-tolylthio)tetrahydro-2H-pyran-2-yl)propane-1,2-diyl diacetate C(C)(=O)O[C@H]([C@@H](CNC(CC1=CC=C(C=C1)C1=CC=CC=C1)=O)OC(C)=O)[C@@H]1O[C@@](C[C@@H]([C@H]1NC(COC(C)=O)=O)OC(C)=O)(SC1=CC=C(C=C1)C)C(=O)OC